ClC1=CC=C(C=C1)C1(C(C1)C=C)C(=O)NC1=CC=CC=C1 1-(4-chlorophenyl)-N-phenyl-2-vinylcyclopropane-1-carboxamide